[Si](C)(C)(C(C)(C)C)OCCN1C(C(=CC=C1)CN1C(C2=CC=C(C=C2C=N1)S(=O)(=O)C1=CC=C(C=C1)OC)=O)=O 2-((1-(2-(tert-butyldimethylsilyloxy)ethyl)-2-oxo-1,2-dihydropyridin-3-yl)methyl)-6-(4-methoxyphenylsulfonyl)phthalazin-1(2H)-one